BrC=1C=C(C=C(C1F)F)CCN 2-(3-bromo-4,5-difluorophenyl)ethan-1-amine